p-cumenyl-(p-tolyl)iodonium tris(pentafluoroethanesulfonyl)methide [C-](S(=O)(=O)C(F)(F)C(F)(F)F)(S(=O)(=O)C(F)(F)C(F)(F)F)S(=O)(=O)C(F)(F)C(F)(F)F.C1(=CC=C(C=C1)[I+]C1=CC=C(C=C1)C)C(C)C